COC=1C(=NC=CC1)C(=O)N 3-methoxypyridinamide